sodium 1,2-dihydroxypropane phosphonate P([O-])([O-])=O.OCC(C)O.[Na+].[Na+]